3-amino-N-(3,4-dichlorophenyl)-6,7,8,9-tetrahydro-5H-5,8-epiminocyclohepta[c]pyridine-10-carboxamide NC1=CC2=C(C=N1)CC1CCC2N1C(=O)NC1=CC(=C(C=C1)Cl)Cl